FC=1C=C(NN2C(C3=CC(=CC=C3C2)C=2OC(=NN2)C(F)F)=O)C=CC1F 2-(3,4-difluoroanilino)-6-[5-(difluoromethyl)-1,3,4-oxadiazol-2-yl]-2,3-dihydro-1H-isoindol-1-one